4-(4-bromo-phenoxy)phenylhydrazine BrC1=CC=C(OC2=CC=C(C=C2)NN)C=C1